CC(C)(O)C1=CC=CC=C1 methyl-(phenyl)ethanol